Methyl 2-ethyl-4-(5-hydroxy-6-methoxybenzo[b]thiophene-2-yl)-4-oxobutanoate C(C)C(C(=O)OC)CC(=O)C1=CC2=C(S1)C=C(C(=C2)O)OC